2-bromo-6-fluoro-N-(pyridin-3-yl)benzenesulfonamide BrC1=C(C(=CC=C1)F)S(=O)(=O)NC=1C=NC=CC1